C(C1=CC=CC=C1)OC1=CC=C(C[C@H](N)CC(=O)O)C=C1 O-benzyl-L-β-Homotyrosine